C1(CC1)C=1C=C(C(=NC1)C(=O)N(CC(C)C)C1CNCC(C1)C(=O)N1CCC(C1)(F)F)NC1CC(C1)OC 5-cyclopropyl-N-[5-(4,4-difluoropyrrolidine-1-carbonyl)piperidin-3-yl]-N-(2-methylpropyl)-3-{[(1r,3r)-3-methoxycyclobutyl]amino}pyridine-2-carboxamide